OC1=CC2=C(N=C3N2[C@H]2C4=C(C(N([C@@H]3C2)C([2H])([2H])[2H])=O)C=CC=C4C#C[Si](C(C)C)(C(C)C)C(C)C)C=C1 (7R,14R)-11-hydroxy-6-(methyl-d3)-1-((triisopropylsilyl)ethynyl)-6,7-dihydro-7,14-methanobenzo[f]benzo[4,5]imidazo[1,2-a][1,4]diazocin-5(14H)-one